5-methyl-6-nitro-1H-benzo[d][1,2,3]triazol-1-ol CC1=CC2=C(N(N=N2)O)C=C1[N+](=O)[O-]